3-chloro-5-(2-chloro-5-methoxyphenyl)-6-(2,6-difluorophenyl)-1-ethylpyridin-2(1H)-one ClC=1C(N(C(=C(C1)C1=C(C=CC(=C1)OC)Cl)C1=C(C=CC=C1F)F)CC)=O